rac-5-{6-[2-(7-Fluoro-4-methoxy-2-methyl-indol-1-yl)-ethylamino]-pyrimidin-4-yl}-3-methyl-2,3-dihydro-isoindol-1-one FC=1C=CC(=C2C=C(N(C12)CCNC1=CC(=NC=N1)C=1C=C2[C@H](NC(C2=CC1)=O)C)C)OC |r|